1-(3-(1-(7-Morpholino-2-(morpholinomethyl)thieno[3,2-b]pyridin-5-yl)-1H-pyrazol-3-yl)phenyl)ethan-1-ol O1CCN(CC1)C1=C2C(=NC(=C1)N1N=C(C=C1)C=1C=C(C=CC1)C(C)O)C=C(S2)CN2CCOCC2